BrCC(CBr)(CBr)CBr 2,2-dibromomethyl-1,3-dibromopropane